(R)-3-hydroxy-1-(2-hydroxy-2-(pyridin-3-yl)ethyl)-2-methylpyridin-4(1H)-one OC1=C(N(C=CC1=O)C[C@@H](C=1C=NC=CC1)O)C